ClCC(C[Si](Cl)(Cl)Cl)C 3-chloro-2-methyl-propyltri-chlorosilane